salicylat C(C=1C(O)=CC=CC1)(=O)[O-]